[Br-].C[NH+](CC(COCCCCCCCCCCCCCC)OCCCCCCCCCCCCCC)C N,N-dimethyl-2,3-bis(tetradecyloxy)propan-1-aminium bromide